rac-5-(piperidin-1-ylmethyl)-3-(quinuclidin-3-yl)-5,6-dihydro-1,4,2-dioxazine N1(CCCCC1)CC1OC(=NOC1)C1CN2CCC1CC2